4-(((1R,3R,5S)-8-azabicyclo[3.2.1]oct-3-yloxy)methyl)-5-cyclopropyl-3-(tetrahydro-2H-pyran-4-yl)isoxazole [C@H]12CC(C[C@H](CC1)N2)OCC=2C(=NOC2C2CC2)C2CCOCC2